4-(2-((3-fluorophenyl)sulfonyl)propan-2-yl)-N-(thiazol-2-yl)piperidine-1-carboxamide FC=1C=C(C=CC1)S(=O)(=O)C(C)(C)C1CCN(CC1)C(=O)NC=1SC=CN1